1-ethyl-1-butylpyrrolidinium chloride [Cl-].C(C)[N+]1(CCCC1)CCCC